N1N=CC=C1CNC1=NC(=NC=2C(=C(C3=C(C12)COC3)C3=CC=C(C=1SC(=C(C13)C#N)NC(OC(C)(C)C)=O)F)Cl)S(=O)(=O)CC tert-Butyl (4-(1-(((1H-pyrazol-5-yl)methyl)amino)-5-chloro-3-(ethylsulfonyl)-7,9-dihydrofuro[3,4-f]quinazolin-6-yl)-3-cyano-7-fluorobenzo[b]thiophen-2-yl)carbamate